3-ETHOXYPYRIDINE-4-BORONIC ACID C(C)OC=1C=NC=CC1B(O)O